C1(CC1)S(=O)(C)=NC1CN(CC(C1)C)C1=NC=NC(=C1)C1=CN=C2N1N=C(C=C2)C(F)F Cyclopropyl((1-(6-(6-(difluoromethyl)imidazo[1,2-b]pyridazin-3-yl)pyrimidin-4-yl)-5-methylpiperidin-3-yl)imino)(methyl)-λ6-sulfanone